FC=1C=C(C=C(C1)N1C(=NC=C1)C)C[C@@H]1CC[C@H](CC1)C(=O)N1OCC[C@H]1C1=NC=CN=C1 trans-[4-[[3-fluoro-5-(2-methylimidazol-1-yl)phenyl]methyl]cyclohexyl]-[(3S)-3-pyrazin-2-ylisoxazolidin-2-yl]methanone